ClC1=CC(=C(C=C1)C1=CC=C(C=C1)C1CN(C1)C(=O)N1CC2(C1)CC(C2)N2N=CN=C2)S(=O)(=O)C [3-[4-(4-chloro-2-methylsulfonyl-phenyl)phenyl]azetidin-1-yl]-[6-(1,2,4-triazol-1-yl)-2-azaspiro[3.3]heptan-2-yl]methanone